6-chloro-4-((methylamino)methyl)quinolin-2(1H)-one ClC=1C=C2C(=CC(NC2=CC1)=O)CNC